1-[3-(3-fluorophenyl)-1,2,4-oxadiazol-5-yl]ethylamine FC=1C=C(C=CC1)C1=NOC(=N1)C(C)N